COCCOC1=CC=C(C=N1)NC(=O)C1=NC2=NC=3C=CC=CC3N2C=C1 N-[6-(2-methoxyethoxy)pyridin-3-yl]-1,8,10-triazatricyclo[7.4.0.02,7]trideca-2(7),3,5,8,10,12-hexaene-11-carboxamide